Methyl 3-(benzyloxy)-6-(5-(3,4-dihydroisoquinolin-2(1H)-yl)pent-1-yn-1-yl)picolinate C(C1=CC=CC=C1)OC=1C(=NC(=CC1)C#CCCCN1CC2=CC=CC=C2CC1)C(=O)OC